2-(4,4-difluorocyclohexyl)-3-oxo-2,3-dihydropyridazine-4-carboxylic acid FC1(CCC(CC1)N1N=CC=C(C1=O)C(=O)O)F